Tert-butyl (R)-3-((2-nitrophenyl)sulfonamido)-3-(pyridin-2-yl)propanoate [N+](=O)([O-])C1=C(C=CC=C1)S(=O)(=O)N[C@H](CC(=O)OC(C)(C)C)C1=NC=CC=C1